BrC=1C=C2N=CC(=NC2=CC1)C(=O)[O-] 6-bromoquinoxaline-2-carboxylate